N1N=NC2=C1C=C1C(=C2)OCCO1 6,7-dihydro-1H-[1,4]dioxino[2,3-f][1,2,3]benzotriazole